C12CN(CC(CC1)O2)C2=C(N=NC(=C2)N2CC1CCC(C2)O1)CNC(=O)C1=CC=NN1 N-((4-(8-oxa-3-azabicyclo[3.2.1]octan-3-yl)-6-(8-oxa-3-azabicyclo[3.2.1]octan-3-yl)pyridazin-3-yl)methyl)-1H-pyrazole-5-carboxamide